IC1=C(C(=O)OC(C)(C)C)C=CC=C1 tert-butyl o-iodobenzoate